(2E)-N-(2,3-dihydro-1H-inden-1-yl)-3-(4-fluoro-1H-indazol-6-yl)prop-2-enamide C1(CCC2=CC=CC=C12)NC(\C=C\C1=CC(=C2C=NNC2=C1)F)=O